ClC1=CC(=C(N=N1)C(=O)NC([2H])([2H])[2H])NC1=NC=CC=C1SC1CC1 6-chloro-4-((3-(cyclopropylthio)pyridin-2-yl)amino)-N-(methyl-d3)pyridazine-3-carboxamide